toluene-2,5-diamine sulfate salt S(=O)(=O)(O)O.CC=1C(=CC=C(C1)N)N